FC=1C(=CC2=C(SC3=C(C(N2)=O)C=CC=C3)C1)C(=O)O 7-fluoro-11-oxo-10,11-dihydrodibenzo[b,f][1,4]thiazepine-8-carboxylic acid